4-((2-hydroxypropyl)amino)-2-((3-hydroxy-2,3,4,5-tetrahydro-benzo[b][1,4]oxazepin-7-yl)amino)pyrimidine-5-carboxamide OC(CNC1=NC(=NC=C1C(=O)N)NC1=CC2=C(OCC(CN2)O)C=C1)C